benzyl 4-[[3-[3-(3-amino-6-chloro-pyridazin-4-yl)-3,8-diazabicyclo[3.2.1]octan-8-yl]phenyl]methyl]piperazine-1-carboxylate NC=1N=NC(=CC1N1CC2CCC(C1)N2C=2C=C(C=CC2)CN2CCN(CC2)C(=O)OCC2=CC=CC=C2)Cl